(R)-4-(6-(6-(2-(4-cyclopropylpyrimidin-5-yl)-4-fluorophenoxy)-1,2,4-triazin-5-yl)-2,6-diazaspiro[3.4]oct-2-yl)-N,5-dimethylhexanamide C1(CC1)C1=NC=NC=C1C1=C(OC2=C(N=CN=N2)N2CC3(CN(C3)[C@H](CCC(=O)NC)C(C)C)CC2)C=CC(=C1)F